5-Ethoxy-6-(3-methylimidazo[4,5-c]pyridin-7-yl)-3-(4-morpholinoanilino)pyrazine-2-carboxamide C(C)OC=1N=C(C(=NC1C=1C2=C(C=NC1)N(C=N2)C)C(=O)N)NC2=CC=C(C=C2)N2CCOCC2